C1(=CC=CC=C1)S(=O)[O-].[K+] potassium benzenesulfinate